Cl.FC1=NC2=CC=C(C=C2C=C1)NC1CCNCC1 fluoro-N-(piperidin-4-yl)quinolin-6-amine hydrochloride